7-(1-(Trans-4-ethoxycyclohexyl)-4-nitro-1H-pyrazol-3-yl)-1H-indole C(C)O[C@@H]1CC[C@H](CC1)N1N=C(C(=C1)[N+](=O)[O-])C=1C=CC=C2C=CNC12